C(C)(=O)C1=NN(C2=CC=C(C=C12)C1=CC=C2C=CC=NC2=C1)CC(=O)O 2-(3-acetyl-5-(quinolin-7-yl)-1H-indazol-1-yl)acetic acid